tert-butyl 3-(4-((3-acetoxy-3-methylazetidin-1-yl)methyl)naphthalen-1-yl)azetidine-1-carboxylate C(C)(=O)OC1(CN(C1)CC1=CC=C(C2=CC=CC=C12)C1CN(C1)C(=O)OC(C)(C)C)C